3-isopropoxy-6-(trifluoromethyl)pyridin-2-amine C(C)(C)OC=1C(=NC(=CC1)C(F)(F)F)N